1-{3-amino-2-[2-(4-methoxybenzyl)-2H-pyrazol-3-yl]pyridin-4-yl}-3-(morpholin-4-yl)propane-1,3-dione NC=1C(=NC=CC1C(CC(=O)N1CCOCC1)=O)C=1N(N=CC1)CC1=CC=C(C=C1)OC